1-benzyl-3,3-dimethyl-6-nitro-3,4-dihydroquinolin-2(1H)-one C(C1=CC=CC=C1)N1C(C(CC2=CC(=CC=C12)[N+](=O)[O-])(C)C)=O